(3S,5R)-3,5-dimethylpiperazine C[C@H]1CNC[C@H](N1)C